Cl[Al]C chloro(methyl)aluminum